6-cyclopropyl-2-[2-(hydroxymethyl)-3-[6-[4-[(4-methylpiperazin-1-yl)methyl]phenyl]-7H-pyrrolo[2,3-d]pyrimidin-4-yl]phenyl]phthalazin-1-one C1(CC1)C=1C=C2C=NN(C(C2=CC1)=O)C1=C(C(=CC=C1)C=1C2=C(N=CN1)NC(=C2)C2=CC=C(C=C2)CN2CCN(CC2)C)CO